FC1=NN(C2=CC=C(C(=C12)I)N)S(=O)(=O)C1=CC=CC=C1 3-fluoro-4-iodo-1-(benzenesulfonyl)-1H-indazol-5-amine